2-((1r,4r)-4-(2-(2-oxo-2-(piperidin-1-yl)ethyl)-6-(phenylsulfonyl)imidazo[4,5-d]pyrrolo[2,3-b]pyridin-1(6H)-yl)cyclohexyl)acetonitrile O=C(CC1=NC=2C(=C3C(=NC2)N(C=C3)S(=O)(=O)C3=CC=CC=C3)N1C1CCC(CC1)CC#N)N1CCCCC1